FC(OC=1C(=CC(=C(C(=O)OC)C1)F)[N+](=O)[O-])F methyl 5-(difluoromethoxy)-2-fluoro-4-nitrobenzoate